FC(C1=NN2C(N=C(C=C2NCC(C2=CC=C(C=C2)F)N2CC3(C2)NC(OCC3)=O)C(F)(F)F)=C1)(F)F 2-(2-((2,5-Bis(trifluoromethyl)pyrazolo[1,5-a]pyrimidin-7-yl)amino)-1-(4-fluorophenyl)ethyl)-7-oxa-2,5-diazaspiro[3.5]nonan-6-one